FC1=C(C=CC(=C1)OC1=CC(=NC=C1)C(NC)=O)NC(OC(C)(C)C)=O tert-butyl (2-fluoro-4-((2-(methylcarbamoyl)pyridin-4-yl)oxy)phenyl)carbamate